C(C)(C)(C)OC(N(C)C=1C=C(C=C2C3=C(NC12)N=C(N=C3O)S(=O)(=O)C)F)=O (6-fluoro-4-hydroxy-2-methylsulfonyl-9H-pyrimido[4,5-b]indol-8-yl)(methyl)carbamic acid tert-butyl ester